O[C@H]1CN(CCC1)CC1=CC2=C(C(N(C=C2C(F)(F)F)C2=CC(=CC=C2)C2(CCC2)C2=NN=CN2C)=O)N1 2-[[(3R)-3-hydroxy-1-piperidinyl]methyl]-6-[3-[1-(4-methyl-1,2,4-triazol-3-yl)cyclobutyl]phenyl]-4-(trifluoromethyl)-1H-pyrrolo[2,3-c]pyridin-7-one